2-(2,6-dioxopiperidin-3-yl)-6-fluoro-4-((4-((((1R,2S,4R)-1,7,7-trimethylbicyclo[2.2.1]heptan-2-yl)amino)methyl)benzyl)thio)isoindoline-1,3-dione O=C1NC(CCC1N1C(C2=CC(=CC(=C2C1=O)SCC1=CC=C(C=C1)CN[C@@H]1[C@@]2(CC[C@H](C1)C2(C)C)C)F)=O)=O